1-(3-hydroxybenzo[b]thiophen-2-yl)ethanone OC=1C2=C(SC1C(C)=O)C=CC=C2